FC(N1N=C(C=C1)C(C)(C)NC1=NC(=NC(=N1)NCC1=C(C(=CC=C1)F)F)C1=CC=C2C=NNC2=C1)F N2-[1-[1-(Difluoromethyl)pyrazol-3-yl]-1-methyl-ethyl]-N4-[(2,3-difluorophenyl)methyl]-6-(1H-indazol-6-yl)-1,3,5-triazine-2,4-diamine